C\C(=C/C(=O)Cl)\CCC=C(C)C (E)-3,7-dimethylocta-2,6-dienoyl chloride